C(CCC)NCCC[Si](OC)(OC)OC N-(n-butyl)-3-amino-propyltrimethoxy-silan